NC1=C2N=CN(C2=NC(=N1)Cl)C1CCC(CC1)C(=O)NC=1SC2=C(N1)CCOC2 4-(6-amino-2-chloro-9H-purin-9-yl)-N-(6,7-dihydro-4H-pyrano[4,3-d][1,3]thiazol-2-yl)cyclohexanecarboxamide